N1=CSC=2CN(CCC21)CC(=O)NC=2C=C(C(=NC2)C)NC(=O)C=2C=NN1C2SC(=C1)C=1C=NN(C1)C N-(5-(2-(6,7-dihydrothiazolo[5,4-c]pyridin-5(4H)-yl)acetamido)-2-methylpyridin-3-yl)-2-(1-methyl-1H-pyrazol-4-yl)pyrazolo[5,1-b]thiazole-7-carboxamide